5-Amino-3-(1-cyano-2-(3,4,5-trimethoxyphenyl)vinyl)-1H-pyrazole NC1=CC(=NN1)C(=CC1=CC(=C(C(=C1)OC)OC)OC)C#N